2-(((5-(tert-butyl)-4-chloro-2-hydroxyphenyl)amino)methyl)-4-chloro-1-((R)-1-isopropylpyrrolidin-3-yl)-N-methyl-N-((R)-pyrrolidin-3-yl)-1H-imidazole-5-carboxamide C(C)(C)(C)C=1C(=CC(=C(C1)NCC=1N(C(=C(N1)Cl)C(=O)N([C@H]1CNCC1)C)[C@H]1CN(CC1)C(C)C)O)Cl